2-[4-(4-fluorophenyl)-5-(2-fluoropyridin-4-yl)-1H-imidazol-1-yl]Acetyl-piperazine FC1=CC=C(C=C1)C=1N=CN(C1C1=CC(=NC=C1)F)CC(=O)N1CCNCC1